[1,1-dimethyl-7-(trifluoromethyl)isochroman-4-yl]methanamine CC1(OCC(C2=CC=C(C=C12)C(F)(F)F)CN)C